(7-methoxycoumarin-4-yl)-alanine COC1=CC=C2C(=CC(OC2=C1)=O)N[C@@H](C)C(=O)O